CC1(COB(O1)C1=CC=C2C(C(N(C2=C1)C)=O)(F)F)C 6-(5,5-dimethyl-1,3,2-dioxaborolan-2-yl)-3,3-difluoro-1-methyl-1,3-dihydro-2H-indol-2-one